N-((4,4-difluorocyclohexyl)methyl)-4-(pyridin-4-ylethynyl)benzamide FC1(CCC(CC1)CNC(C1=CC=C(C=C1)C#CC1=CC=NC=C1)=O)F